C(C=C)(=O)N1CC(C1)(C1=C(C(=CC=C1)Cl)C)NC1=CC=C2C(C(NC2=C1)=O)(C)C 6-((1-acryloyl-3-(3-chloro-2-methylphenyl)azetidin-3-yl)amino)-3,3-dimethylindolin-2-one